N-(1-(cyclobutylmethyl)-1H-pyrazol-4-yl)-2-(1H-pyrazol-4-yl)thiazole-4-carboxamide C1(CCC1)CN1N=CC(=C1)NC(=O)C=1N=C(SC1)C=1C=NNC1